C[N+](CCCCCCCCCCCCCCCCCC)(CCC[Si](O)(O)O)C N,N-dimethyl-N-(3-(trihydroxysilyl)propyl)octadecan-1-aminium